tert-butyl 3-[4-cyclopropyl-5-fluoro-6-[7-fluoro-3-(methoxymethoxy)-8-(2-triisopropylsilylethynyl)-1-naphthyl]-2,7-naphthyridin-1-yl]-3,8-diazabicyclo[3.2.1]octane-8-carboxylate C1(CC1)C1=CN=C(C2=CN=C(C(=C12)F)C1=CC(=CC2=CC=C(C(=C12)C#C[Si](C(C)C)(C(C)C)C(C)C)F)OCOC)N1CC2CCC(C1)N2C(=O)OC(C)(C)C